pyrido[2,3-d]pyrimidin-4-one N1=CNC(C2=C1N=CC=C2)=O